C(C)OC1=NC=CC=C1C1=CC(=C2C(=N1)C(=NN2)C)NCC2=NN(C=N2)C 5-(2-ethoxypyridin-3-yl)-3-methyl-N-((1-methyl-1H-1,2,4-triazol-3-yl)methyl)-1H-pyrazolo[4,3-b]pyridin-7-amine